(E)-N-(4-((3-chloro-4-fluorophenyl)amino)-5-(m-tolyl)quinazolin-6-yl)-4-(dimethylamino)but-2-enamide ClC=1C=C(C=CC1F)NC1=NC=NC2=CC=C(C(=C12)C=1C=C(C=CC1)C)NC(\C=C\CN(C)C)=O